potassium (E)-2-(pyridin-3-yl)ethenesulfonate N1=CC(=CC=C1)/C=C/S(=O)(=O)[O-].[K+]